C1(=CC=CC=C1)N1C2=NC=NC=C2N=C1 9-phenylpurine